BrC1=C(C=C2[C@](NC(NC2=C1)=O)(C(C)(F)F)C#CC1CC1)F (S)-7-bromo-4-(cyclopropylethynyl)-4-(1,1-difluoroethyl)-6-fluoro-3,4-dihydroquinazolin-2(1H)-one